(3R)-N-(oxolan-3-yl)pyrrolidin-3-amine O1CC(CC1)N[C@H]1CNCC1